N-[6-[4-(4-fluoro-3-methyl-tetrahydrofuran-3-yl)piperazin-1-yl]-7-methyl-3-isoquinolyl]-2-methyl-3-(1-methylpyrazol-4-yl)cyclopropanecarboxamide FC1C(COC1)(C)N1CCN(CC1)C=1C=C2C=C(N=CC2=CC1C)NC(=O)C1C(C1C=1C=NN(C1)C)C